FC1=CC(=CC(=C1)F)F 1,3,5-trifluorobenzene